2-((4-(1,1-dioxo-4-oxo-1,2,5-thiadiazolidin-2-yl)-3-fluoro-5-hydroxybenzyl)amino)isonicotinic acid O=S1(N(CC(N1)=O)C1=C(C=C(CNC=2C=C(C(=O)O)C=CN2)C=C1O)F)=O